trilysine amide N[C@@H](CCCCN)C(=O)N.N[C@@H](CCCCN)C(=O)N.N[C@@H](CCCCN)C(=O)N